The molecule is ergotaman bearing hydroxy, isopropyl, and 2-methylpropyl groups at the 12', 2' and 5' positions, respectively, and oxo groups at positions 3', 6', and 18. It is a natural ergot alkaloid. Ergocryptine discussed in the literature prior to 1967, when beta-ergocryptine was separated from alpha-ergocryptine, is now referred to as alpha-ergocryptine. It derives from a hydride of an ergotaman. CC(C)C[C@H]1C(=O)N2CCC[C@H]2[C@]3(N1C(=O)[C@](O3)(C(C)C)NC(=O)[C@H]4CN([C@@H]5CC6=CNC7=CC=CC(=C67)C5=C4)C)O